N1(C=NC=C1)CC(=O)C=1C=CC(=C(C1)N1C(=NC2=CC=CC=C2C1=O)CC1CCN(CC1)C(COC1=CC=C(C=C1)Cl)=O)OC(C)C 3-(5-(2-(1H-Imidazol-1-yl)acetyl)-2-isopropoxyphenyl)-2-((1-(2-(4-chlorophenoxy)acetyl)piperidin-4-yl)methyl)quinazolin-4(3H)-one